2-methyl-N-(Oxetan-3-ylidene)propane-2-sulfinamide CC(C)(C)S(=O)N=C1COC1